CC=1C(N(C(SC1C1=CC=CC=C1)=S)C1C(SC=C1)=C)O 5-methyl-3-(2-methylenethienyl)-4-hydroxy-6-phenyl-1,3-thiazine-2-thione